(S)-1-(cyclopropylmethyl)-7-(2-hydroxypropoxy)-1H-indole-2-carboxylic acid ethyl ester C(C)OC(=O)C=1N(C2=C(C=CC=C2C1)OC[C@H](C)O)CC1CC1